dimethyl-acryloyloxymethyl-tricyclo[5.2.1.0(2,6)]Decane CC1C2(C3(CCC(C2CC1)C3)COC(C=C)=O)C